P(OCO[C@H]1O[C@H](C=C1)N1C(NC(C(=C1)C)=O)=O)([O-])=O.[NH4+] ammonium ((((2R,5R)-5-(5-methyl-2,4-dioxo-3,4-dihydropyrimidin-1(2H)-yl)-2,5-dihydrofuran-2-yl) oxy) methyl) phosphonate